(S)-(1,4-bis(1-hydroxy-1,3-dihydrobenzo[c][1,2]oxaborole-6-carbonyl)piperazine-2-carbonyl)glycine OB1OCC2=C1C=C(C=C2)C(=O)N2[C@@H](CN(CC2)C(=O)C=2C=CC1=C(B(OC1)O)C2)C(=O)NCC(=O)O